OC=1C=C(C(=O)[C@@H]2[C@]3(N(C[C@@H]2C2=C(C=CC(=C2)OC)OC)C)C(C2=CC=CC4=CC=CC3=C24)=O)C=CC1O (1R,3'S,4'S)-3'-(3,4-dihydroxybenzoyl)-4'-(2,5-dimethoxyphenyl)-1'-methyl-2H-spiro[acenaphthylene-1,2'-pyrrolidin]-2-one